3-((3-bromophenyl)(cyclopropyl)fluoromethyl)-4-methyl-4H-1,2,4-triazole BrC=1C=C(C=CC1)C(C1=NN=CN1C)(F)C1CC1